[rel-(2R,4S)-1-benzyl-4-[(1R)-2-(tert-butylamino)-1-hydroxy-2-oxoethyl]azetidin-2-yl]methyl 4-methylbenzenesulfonate CC1=CC=C(C=C1)S(=O)(=O)OC[C@@H]1N([C@@H](C1)[C@H](C(=O)NC(C)(C)C)O)CC1=CC=CC=C1 |o1:12,14|